C(C)(C)(C)OC(=O)NCC1=CC=C(C=C1)N1CCN(CC1)CCC(=O)O 3-(4-(4-(((tert-butoxycarbonyl)amino)methyl)phenyl)piperazin-1-yl)propanoic acid